(S)-6-fluoro-N-hydroxy-1,2,3,5,10,10a-hexahydropyrrolo[1,2-b]isoquinoline-8-carboxamide FC1=CC(=CC=2C[C@H]3N(CC12)CCC3)C(=O)NO